P(O)(O)=O.C=CC=CC=CCCCCCC (dodecatriene) phosphonate